((5-cyclopropyl-6-isopropyl-1H-pyrazolo[4,3-g]isoquinolin-8-yl)imino)dimethyl-λ6-sulfanone C1(CC1)C1=C(N=C(C2=CC3=C(C=C12)C=NN3)N=S(=O)(C)C)C(C)C